N-{7-[(2R,3R,4S,5R)-2-cyano-3,4-dihydroxy-5-(hydroxymethyl)oxolan-2-yl]pyrrolo[2,1-f][1,2,4]triazin-4-yl}benzamide C(#N)[C@]1(O[C@@H]([C@H]([C@H]1O)O)CO)C1=CC=C2C(=NC=NN21)NC(C2=CC=CC=C2)=O